allyl-pyridazine C(C=C)C=1N=NC=CC1